hydroxy-2-methyl-naphthalate OC=1C(=C(C2=CC=CC=C2C1)C(=O)[O-])C